The molecule is a pyridone that is pyridin-2(1H)-one which is substituted at positions 3, 4, and 6 by cyano, 3,5-bis(benzyloxy)phenyl, and 5-chloro-2-hydroxyphenyl groups, respectively. It is an inhibitor for Survivin-Ran protein complex. It has a role as an inhibitor, an antineoplastic agent, a survivin dimerisation modulator and an antimitotic. It is a hydroxynitrile, a pyridone, a member of phenols, a benzyl ether, an aromatic ether and a member of monochlorobenzenes. C1=CC=C(C=C1)COC2=CC(=CC(=C2)C3=C(C(=O)NC(=C3)C4=C(C=CC(=C4)Cl)O)C#N)OCC5=CC=CC=C5